C(CCCC)C1CN(C1)S(=O)(=O)N1C[C@H](CCC1)C(=O)N1[C@H](CCC1)C(=O)NCC1=CC=C(C=C1)C(F)(F)F 1-(((3S)-1-((3-pentyl-1-azetidinyl)sulfonyl)-3-piperidinyl)carbonyl)-N-(4-(trifluoromethyl)benzyl)-D-prolinamide